2-(2-ethylhexyl)-6,8,11-tris(4-(trifluoromethyl)phenyl)-1H-peryleno[1,12-efg]isoindole-1,3(2H)-dione C(C)C(CN1C(C2=C3C4=C5C(=C2C1=O)C=CC1=C(C=CC(C2=C(C=C(C(C=C3)=C24)C2=CC=C(C=C2)C(F)(F)F)C2=CC=C(C=C2)C(F)(F)F)=C15)C1=CC=C(C=C1)C(F)(F)F)=O)CCCC